C(CC)C(CO)CC(C)(C)C 2-Propyl-4,4-dimethylpentanol